C1(CC1)C1=C(C=C(C(=C1)I)C)NC1=CC=C2C(=N1)C(=NN2C)O[C@@H]2CC[C@H](CC2)C(=O)OC(C)(C)C tert-butyl (trans)-4-({5-[(2-cyclopropyl-4-iodo-5-methylphenyl)amino]-1-methylpyrazolo[4,3-b]pyridin-3-yl}oxy)cyclohexane-1-carboxylate